1-chloro-4-propyl-thioxanthone ClC1=CC=C(C=2SC3=CC=CC=C3C(C12)=O)CCC